(5-chloro-6-methylquinolin-8-yl)-5-((5-(diethylamino)pentan-2-yl)amino)pyrazine-2-carboxamide ClC1=C2C=CC=NC2=C(C=C1C)C=1C(=NC=C(N1)NC(C)CCCN(CC)CC)C(=O)N